COC(=O)C1=NC(=C2C(=N1)N(N=C2)C2=C(C=C(C=C2)F)F)Cl.C(CCCCC(C)C)OC(C(=O)NCCCN(C)C)C isooctyloxy-N-dimethylaminopropyl-propionamide methyl-4-chloro-1-(2,4-difluorophenyl)pyrazolo[3,4-d]pyrimidine-6-carboxylate